C(C)C=1C=CC(=C(C1)S(=O)(=O)NC1=NOC2=C1C(=CC(=C2)OC2=CC=C(C=N2)CNC(C(=C)F)=O)OC)OC N-((6-((3-((5-ethyl-2-methoxyphenyl)sulfonamido)-4-methoxybenzo[d]isoxazol-6-yl)oxy)pyridin-3-yl)methyl)-2-fluoroacrylamide